6-methyl-4-(1-(butan-2-yl)-1H-indol-6-yl)-1,6-dihydro-7H-pyrrolo[2,3-c]pyridin-7-one CN1C(C2=C(C(=C1)C1=CC=C3C=CN(C3=C1)C(C)CC)C=CN2)=O